1-(((R)-1-((R)-3-Cyclohexyl-2-methylpropanoyl)-4-hydroxy-3,3-dimethylpiperidin-4-yl)methyl)-4-phenyl-5-(piperazin-1-carbonyl)pyridin-2(1H)-on C1(CCCCC1)C[C@H](C(=O)N1CC([C@@](CC1)(O)CN1C(C=C(C(=C1)C(=O)N1CCNCC1)C1=CC=CC=C1)=O)(C)C)C